CC=1N=C2N(C=C(C=C2C)C(=O)N)C1 2,8-dimethylimidazo[1,2-a]pyridine-6-carboxamide